(R)-tert-Butyl (1-(5-azaspiro[2.5]octan-5-yl)propan-2-yl)carbamate C1CC12CN(CCC2)C[C@@H](C)NC(OC(C)(C)C)=O